NC1=NC(=CC(=N1)N1CCC2(C[C@H](NC2)C(=O)O)CC1)O[C@@H](C(F)(F)F)C1=CC=C(C=C1)C1=C(C=CC(=C1)OC)F (S)-8-(2-amino-6-((R)-2,2,2-trifluoro-1-(2'-fluoro-5'-methoxy-[1,1'-biphenyl]-4-yl)ethoxy)pyrimidin-4-yl)-2,8-diazaspiro[4.5]decane-3-carboxylic acid